7-(2-amino-3-(piperidine-1-carbonyl)pyrazolo[1,5-a]pyridin-7-yl)-2-methyl-3,4-dihydroisoquinolin-1(2H)-one NC1=NN2C(C=CC=C2C2=CC=C3CCN(C(C3=C2)=O)C)=C1C(=O)N1CCCCC1